1,5-anhydro-2,3-dideoxy-3-(((7-(3-fluoro-4-(((2S)-tetrahydrofuran-2-ylmethyl)carbamoyl)-benzyl)-4-methoxy-2,3-dihydro-1-benzofuran-5-yl)carbonyl)amino)-L-threo-pentitol FC=1C=C(CC2=CC(=C(C=3CCOC32)OC)C(=O)N[C@H]3CCOC[C@@H]3O)C=CC1C(NC[C@H]1OCCC1)=O